α-iduronic acid O[C@@H]1[C@@H](O)[C@H](O)[C@@H](O)[C@H](O1)C(=O)O